NC1=C2NC(N(C2=NC(=N1)S(=O)CC)CC1=CC=C(C=C1)Cl)=O 6-amino-9-[(4-chlorophenyl)methyl]-2-ethylsulfinyl-7H-purin-8-one